(S)-ethyl 3-amino-3-(3-(difluoro(o-tolyl)methyl)phenyl)propanoate hydrochloride Cl.N[C@@H](CC(=O)OCC)C1=CC(=CC=C1)C(C1=C(C=CC=C1)C)(F)F